COC(C1=CC=C(C=C1)C(NC1=CC2=C(NC(=N2)C2=CC=C(C=C2)Br)C=C1)=O)=O 4-((2-(4-bromophenyl)-1H-benzimidazol-5-yl)carbamoyl)benzoic acid methyl ester